ClC1=C(C=C(C=C1C=1C=NN(C1)C)NC(=O)N1CC2=C(N=C(N=C2C2=C(C=CC=C2)C)C=2C=NC=CC2)CC1)CC N-[4-chloro-3-ethyl-5-(1-methyl-1H-pyrazol-4-yl)phenyl]-7,8-dihydro-4-(2-methylphenyl)-2-(3-pyridinyl)pyrido[4,3-d]pyrimidine-6(5H)-carboxamide